5-HYDROXYPICOLINIC ACID OC=1C=CC(=NC1)C(=O)O